C(C)OC(=O)C=1N=C(SC1)NC=1N=NC(=C(C1C)COC)NC=1SC2=C(N1)C=CC=C2 ({6-[(1,3-benzothiazol-2-yl)amino]-5-(methoxymethyl)-4-methylpyridazin-3-yl}amino)-1,3-thiazole-4-carboxylic acid ethyl ester